2-[(3R)-4,4-difluoro-3-methyl-1-piperidinyl]-N-(2-methylsulfonyl-4-pyridinyl)-5-(trifluoromethyl)-pyridine-3-carboxamide FC1([C@@H](CN(CC1)C1=NC=C(C=C1C(=O)NC1=CC(=NC=C1)S(=O)(=O)C)C(F)(F)F)C)F